1-(7-(1,4-dioxa-8-azaspiro[4.5]decan-8-yl)imidazo[1,2-a]pyridin-3-yl)dihydropyrimidine-2,4(1H,3H)-dione O1CCOC12CCN(CC2)C2=CC=1N(C=C2)C(=CN1)N1C(NC(CC1)=O)=O